tri-propargyl phosphate P(=O)(OCC#C)(OCC#C)OCC#C